2-[[(3S)-3-methyl-1-piperidinyl]methyl]-6-[3-[5-(4-methyl-1,2,4-triazol-3-yl)spiro[2.3]hexan-5-yl]phenyl]-1-(p-tolylsulfonyl)-4-(trifluoromethyl)pyrrolo[2,3-c]pyridin-7-one C[C@@H]1CN(CCC1)CC1=CC2=C(C(N(C=C2C(F)(F)F)C2=CC(=CC=C2)C2(CC3(CC3)C2)C2=NN=CN2C)=O)N1S(=O)(=O)C1=CC=C(C=C1)C